4-(4-fluorophenoxy)phenylhydrazine hydrochloride Cl.FC1=CC=C(OC2=CC=C(C=C2)NN)C=C1